8-benzyl-6-(3-((tert-butyldimethyl-silyl)oxy)phenyl)-2-(3-(methoxymethyl)benzylidene)imidazo[1,2-a]pyrazin-3(2H)-one C(C1=CC=CC=C1)C=1C=2N(C=C(N1)C1=CC(=CC=C1)O[Si](C)(C)C(C)(C)C)C(C(N2)=CC2=CC(=CC=C2)COC)=O